ClC1=CC2=C(C(=N1)NC(C)=O)C=NN2C2=C(C=CC(=C2)Cl)OC N-(6-Chloro-1-(5-chloro-2-methoxyphenyl)-1H-pyrazolo[4,3-c]pyridin-4-yl)acetamide